tert-butyl-4-(2-aminoethyl)piperazine-1-carboxamide C(C)(C)(C)C1N(CCN(C1)CCN)C(=O)N